C(C1=CC=CC=C1)[C@H]1[C@@H](C2=CC=CC=C2C1)O (1S,2R)-2-benzyl-2,3-dihydro-1H-inden-1-ol